N1(CCC1)C1=CC2=C(C=C(O2)C(=O)NS(=O)(=O)C2=C(C=CC(=C2)C)F)C(=C1)F 6-(Azetidin-1-yl)-4-fluoro-N-(2-fluoro-5-methylbenzene-1-sulfonyl)-1-benzofuran-2-carboxamide